N1(CCCC1)C1=CC=C(N=N1)C=1C=C(C=CC1)NC(CC)=O N-(3-(6-(pyrrolidin-1-yl)pyridazin-3-yl)phenyl)propanamide